C(C1=CC=CC=C1)OC1=N[C-]=NC(=C1OCC1=CC=CC=C1)C=C 4,5-bis(benzyloxy)-6-vinyl-pyrimidineid